6-Fluoro-5-((5-methoxypyridin-2-yl)methoxy)-2-(6-oxo-1-((2-(trimethylsilyl)ethoxy)methyl)-1,6-dihydropyridazin-3-yl)isoindolin-1-one FC1=C(C=C2CN(C(C2=C1)=O)C1=NN(C(C=C1)=O)COCC[Si](C)(C)C)OCC1=NC=C(C=C1)OC